N-[(1S)-1-(dicyclopropylmethyl)-2-oxo-2-[[1-[2,2,2-trifluoro-1-(2-methoxy-3-pyridyl)ethyl]pyrazol-4-yl]amino]ethyl]-2-isopropyl-pyrazole-3-carboxamide C1(CC1)C([C@@H](C(NC=1C=NN(C1)C(C(F)(F)F)C=1C(=NC=CC1)OC)=O)NC(=O)C=1N(N=CC1)C(C)C)C1CC1